methyl 1-methyl-4-oxo-4,5-dihydro-1H-pyrrolo[3,2-c]quinoline-7-carboxylate CN1C=CC=2C(NC=3C=C(C=CC3C21)C(=O)OC)=O